COC(=O)C1(C(C(=NN1C1=CC=CC=C1)C1=C(C=C(C=C1)F)F)CCCC)C 4-butyl-3-(2,4-difluorophenyl)-5-methyl-1-phenyl-4,5-dihydro-1H-pyrazole-5-carboxylic acid methyl ester